N-(3-(DIMETHYLAMINO)PROPYL)-N-(6-METHOXY-1-METHYL-1H-INDAZOL-7-YL)-6-(4-(TRIFLUOROMETHYL)-1H-PYRAZOL-1-YL)PYRIDINE-3-SULFONAMIDE CN(CCCN(S(=O)(=O)C=1C=NC(=CC1)N1N=CC(=C1)C(F)(F)F)C=1C(=CC=C2C=NN(C12)C)OC)C